methylvinylbis(N-methylacetamido)silane CC=C[SiH](N(C(C)=O)C)N(C(C)=O)C